(1-(pyridin-4-ylmethoxy)cyclopropyl)methanol N1=CC=C(C=C1)COC1(CC1)CO